ClC=1C=C(C=CC1OCC1=NC=CN=C1)NC1=NC=NC2=CC=C(C=C12)[C@@H]1CNCCC1 (R)-N-(3-chloro-4-(pyrazin-2-ylmethoxy)phenyl)-6-(piperidin-3-yl)quinazolin-4-amine